2,3-dihydroxypropyl oleate C(CCCCCCC\C=C/CCCCCCCC)(=O)OCC(CO)O